(R)-6-((5-azaspiro[2.3]hexan-5-yl)methyl)-2-(3-(3-(fluoro(4-methyl-4H-1,2,4-triazol-3-yl)methyl)oxetan-3-yl)phenyl)-4-(trifluoromethyl)isoindolin-1-one C1CC12CN(C2)CC2=CC(=C1CN(C(C1=C2)=O)C2=CC(=CC=C2)C2(COC2)[C@H](C2=NN=CN2C)F)C(F)(F)F